CN1N=C(C(=C1)C1=CC=NC=C1)C1=CC=C(OCC2=NC3=CC=CC=C3C=C2)C=C1 2-[4-(1-Methyl-4-pyridin-4-yl-1H-pyrazol-3-yl)phenoxymethyl]quinoline